C1(=CC=CC=C1)CCCC1=NOC(=N1)[C@H]1N(C[C@@H](C1)F)S(=O)(=O)C 3-(3-Phenylpropyl)-5-[(2S,4R)-1-methanesulfonyl-4-fluoropyrrolidin-2-yl]-1,2,4-oxadiazole